C(CCCCCCCCCCCCCCCCC)OC[C@@H](OCC=1C=NC=CC1)CO 1-O-octadecyl-2-O-(pyridin-3-yl-methyl)-sn-glycerol